BrC=1C=C(C=CC1NC1=NC=C(C=C1)C(F)(F)F)S(=O)(=O)N 3-bromo-4-[[5-(trifluoromethyl)-2-pyridyl]amino]benzenesulfonamide